2-(1,3-benzodioxol-5-yl)-4-(4-methoxyphenyl)-4-oxo-3-[(3,4,5-trimethoxyphenyl)methyl]but-2-enoate O1COC2=C1C=CC(=C2)C(C(=O)[O-])=C(C(=O)C2=CC=C(C=C2)OC)CC2=CC(=C(C(=C2)OC)OC)OC